NC1=NC=CC(=C1Cl)SC=1N=CC(=NC1)N1CCC2([C@@H](C=3N(N=CC3Br)C2)N)CC1 (S)-1-(5-((2-amino-3-chloropyridin-4-yl)thio)pyrazin-2-yl)-3'-bromo-4'H,6'H-spiro[piperidine-4,5'-pyrrolo[1,2-b]pyrazol]-4'-amine